ClC=1C=C(C(=O)NNC(C(=O)OCC)=O)C=CC1F ethyl 2-(2-(3-chloro-4-fluorobenzoyl) hydrazino)-2-oxoacetate